8'-Bromo-6'-fluorodispiro[cyclopropane-1,2'-chromane-4',2''-[1,3]dithiolane] BrC=1C=C(C=C2C1OC1(CC23SCCS3)CC1)F